monohydrochloride, hydrobromide Br.Cl